6-chloro-8-fluoro-4-(6-hydroxy-6-methyl-1,4-oxazepan-4-yl)-2-(((2R,7aS)-2-methoxytetrahydro-1H-pyrrolizin-7a(5H)-yl)methoxy)quinazoline ClC=1C=C2C(=NC(=NC2=C(C1)F)OC[C@]12CCCN2C[C@@H](C1)OC)N1CCOCC(C1)(C)O